C1(CCC1)NC=1C=C(C(=O)NC[C@@H](O)C2N=CC3=CC(=CC=C3C2)O)C=C(N1)N(C)CC 3-((R)-2-(2-(cyclobutylamino)-6-(ethyl(methyl)amino)isonicotinamido)-1-hydroxyethyl)-7-hydroxy-3,4-dihydroisoquinoline